(3a,5a)-20-OXOPREGNAN-3-YL GLYCYL-L-VALINATE HYDROCHLORIDE Cl.NCC(=O)N[C@@H](C(C)C)C(=O)O[C@H]1C[C@@H]2CC[C@H]3[C@@H]4CC[C@H](C(C)=O)[C@]4(CC[C@@H]3[C@]2(CC1)C)C